C(C)(C)NC(=O)C1CNC1 N-isopropylazetidin-3-carboxamide